N-cyclopentyl-3-((4-(2,3-dichlorophenyl)piperazin-1-yl)(3'-fluoro-4-hydroxy-[1,1'-biphenyl]-3-yl)methyl)benzamide C1(CCCC1)NC(C1=CC(=CC=C1)C(C=1C=C(C=CC1O)C1=CC(=CC=C1)F)N1CCN(CC1)C1=C(C(=CC=C1)Cl)Cl)=O